S=C1S\C(\C(N1)=O)=C/C1=CC(=C(C=C1)O)OC (Z)-2-thioxo-5-(3-methoxy-4-hydroxybenzylidene)thiazolidin-4-one